C1(CC1)CCN(C1=C2CN(C(C2=CC=C1)=O)N1C(CCCC1=O)=O)C1CCC(CC1)N(CCC(F)(F)F)C 4-[(2-cyclopropylethyl)[(1r,4r)-4-[methyl(3,3,3-trifluoropropyl)amino]cyclohexyl]amino]-1-oxo-3H-isoindol-2-ylpiperidine-2,6-dione